tert-Butyl 4-[3-[[4-[[3-[4-(difluoromethoxy)-2,3-difluoro-phenyl]imidazo[1,2-a]pyrazin-8-yl]amino]-2-ethyl-benzoyl]amino]propanoyl]piperazine-1-carboxylate FC(OC1=C(C(=C(C=C1)C1=CN=C2N1C=CN=C2NC2=CC(=C(C(=O)NCCC(=O)N1CCN(CC1)C(=O)OC(C)(C)C)C=C2)CC)F)F)F